6-methoxypyridin-2-yl piperazine-1-carboxylate N1(CCNCC1)C(=O)OC1=NC(=CC=C1)OC